N(C(=N)N)[C@@H]1[C@@H](CC1)C(=O)O cis-2-carbamimidamidocyclobutane-1-carboxylic acid